C(C)(C)N1N=CC(=C1)C=1C=C(C=CC1)N(C(=O)[C@@H]1CC[C@H](CC1)NC(=O)C1CCOCC1)C[C@@H]1CC[C@H](CC1)C1=CC(=C(C=C1)OC)C N-(trans-4-((3-(1-Isopropyl-1H-pyrazol-4-yl)phenyl)((trans-4-(4-methoxy-3-methylphenyl)cyclohexyl)methyl)carbamoyl)cyclohexyl)tetrahydro-2H-pyran-4-carboxamide